Methyleneazepane-1-carboxylic acid benzyl ester C(C1=CC=CC=C1)OC(=O)N1C(CCCCC1)=C